4-(1-Benzyl-2,5-dihydro-1H-pyrrol-3-yl)-2-(4,5-dimethyl-1H-imidazol-2-yl)pyridine trifluoroacetate salt FC(C(=O)O)(F)F.C(C1=CC=CC=C1)N1CC(=CC1)C1=CC(=NC=C1)C=1NC(=C(N1)C)C